2-(1-benzhydryl-piperidin-4-yl)-5-chloroisoindoline C(C1=CC=CC=C1)(C1=CC=CC=C1)N1CCC(CC1)N1CC2=CC=C(C=C2C1)Cl